NC([C@H](CCC(=O)OC(C)(C)C)N1C(C2=C(C=C3C(=C2C1)OCC31CCN(CC1)C(=O)OCC1=CC=CC=C1)F)=O)=O benzyl (S)-7-(1-amino-5-(tert-butoxy)-1,5-dioxopentan-2-yl)-5-fluoro-6-oxo-7,8-dihydro-2H,6H-spiro[furo[2,3-e]isoindole-3,4'-piperidine]-1'-carboxylate